(3R)-3-{[7-bromo-2-(pyridin-4-yl)[1,2,4]triazolo[1,5-c]quinazolin-5-yl]amino}azepan-2-one BrC1=CC=CC=2C=3N(C(=NC12)N[C@H]1C(NCCCC1)=O)N=C(N3)C3=CC=NC=C3